C(=O)(O)CC1=CC(=C(C(=O)NC2=C(C(=O)O)C=C(C=N2)F)C=C1O)O 2-(4-(carboxymethyl)-2,5-dihydroxybenzoylamino)-5-fluoronicotinic acid